(Z)-(4-(2-(3-bromo-2-methylphenyl)-1-fluorovinyl)-2-methoxyphenyl)methanol sodium [Na].BrC=1C(=C(C=CC1)\C=C(/F)\C1=CC(=C(C=C1)CO)OC)C